N-[6-[(2S)-1-[5-(6-ethoxypyrazin-2-yl)-1,3-thiazole-2-carbonyl]pyrrolidin-2-yl]pyridin-2-yl]cyclopropanesulfonamide C(C)OC1=CN=CC(=N1)C1=CN=C(S1)C(=O)N1[C@@H](CCC1)C1=CC=CC(=N1)NS(=O)(=O)C1CC1